OC1(CCN(CC1)C(C[C@@H](C)C1=CC=CC=C1)=O)[C@@H](C)N1C=NC(=CC1=O)C1=CC=CC=C1 3-((R)-1-(4-hydroxy-1-((R)-3-phenylbutyryl)piperidin-4-yl)ethyl)-6-phenylpyrimidin-4(3H)-one